C1(CCC1)C(=O)N1C[C@@]2(CC1)N(C(CN(C2=O)C2=C(C=C(C#N)C=C2)F)=O)CC2=CC=C(C=C2)C(F)(F)F (R)-4-(2-(cyclobutane-carbonyl)-7,10-dioxo-6-(4-(trifluoromethyl)benzyl)-2,6,9-triazaspiro[4.5]decan-9-yl)-3-fluorobenzonitrile